N1C=CC2=CC=CC(=C12)C1=NOC(=N1)C1=CC2=C(N(N=N2)CC(C)(O)C)C=C1 1-{5-[3-(1H-indol-7-yl)-1,2,4-oxadiazol-5-yl]-1H-1,2,3-benzotriazol-1-yl}-2-methylpropan-2-ol